1-(β-D-arabinofuranosyl)thymine [C@@H]1([C@@H](O)[C@H](O)[C@H](O1)CO)N1C(=O)NC(=O)C(C)=C1